C(CCCCCCCCCCCCCCCCC)OP(OCCCCCCCCCCCCCCCCCC)(=O)OP(=O)(O)O.O[C@H]1[C@@H](O[C@@H]([C@H]1O)CO)N1C=2N=CN3C(C2N=C1)=NN=C3C3=CC=C(C=C3)NC(C)=O N-{4-{7-[(2R,3R,4S,5R)-3,4-dihydroxy-5-(hydroxymethyl)tetrahydrofuran-2-yl]-7H-[1,2,4]triazolo[3,4-i]purin-3-yl}phenyl}acetamide dioctadecyl-diphosphate